O=CC=C[C@@]1(C[C@H](O)[C@@H](CO)O1)N1C(=O)N=C(N)C=C1 (3-oxo-1-propenyl)-2'-deoxycytidine